N-(2-(difluoromethoxy)phenyl)-4-(N-phenylsulfamoyl)benzamide FC(OC1=C(C=CC=C1)NC(C1=CC=C(C=C1)S(NC1=CC=CC=C1)(=O)=O)=O)F